Cl.CN(C(=O)C1NCCC1)C N,N-dimethylpyrrolidine-2-carboxamide hydrochloride